benzyl (2S)-5-[bis[2-(tert-butoxycarbonylamino)ethyl]amino]-2-(tert-butoxycarbonylamino)-5-oxo-pentanoate C(C)(C)(C)OC(=O)NCCN(C(CC[C@@H](C(=O)OCC1=CC=CC=C1)NC(=O)OC(C)(C)C)=O)CCNC(=O)OC(C)(C)C